ClC=1C=CC=C2CC[C@H]([C@H](C12)NC([O-])=O)OCOC (1S,2R)-8-Chloro-2-(methoxymethoxy)-1,2,3,4-tetrahydronaphthalin-1-yl-carbamat